ClC1=C(C2=C([C@]3(OCC2)C[C@@H](N(CC3)C(=O)OC(C)(C)C)C)S1)I tert-butyl (2S,4R)-2'-chloro-3'-iodo-2-methyl-4',5'-dihydrospiro[piperidine-4,7'-thieno[2,3-c]pyran]-1-carboxylate